N1=CC=C(C=C1)CN1C(CNCC1)C(=O)O 1-(pyridin-4-ylmethyl)piperazine-2-carboxylic acid